3-Methyl-2-(6-((8-methyl-8-azabicyclo[3.2.1]octan-2-yl)amino)pyridazin-3-yl)-5-(trifluoromethyl)phenol CC=1C(=C(C=C(C1)C(F)(F)F)O)C=1N=NC(=CC1)NC1C2CCC(CC1)N2C